(1S,2S)-N-(6-((2R,4S)-2-(6-cyclopropylimidazo[1,2-a]pyridin-2-yl)-4-hydroxypyrrolidin-1-yl)pyrimidin-4-yl)-2-(3-ethynylphenyl)cyclopropane-1-carboxamide C1(CC1)C=1C=CC=2N(C1)C=C(N2)[C@@H]2N(C[C@H](C2)O)C2=CC(=NC=N2)NC(=O)[C@@H]2[C@H](C2)C2=CC(=CC=C2)C#C